FC1([C@@H](C1)C(=O)NC1=CC(=C(C=C1)C)C1=NC=CC=C1C)F (1S)-2,2-difluoro-N-[4-methyl-3-(3-methylpyridin-2-yl)phenyl]cyclopropane-1-carboxamide